1-(3-bromophenyl)-3-(trifluoromethyl)-4,5,6,7-tetrahydropyrazolo[3,4-b]pyridine BrC=1C=C(C=CC1)N1N=C(C2=C1NCCC2)C(F)(F)F